N1=CSC2=C1C1=C(C=CC=3C=CC=CC13)C=C2 azabenzonaphthothiophene